ethyl 3-{1-[(adamantan-1-yl)methyl]-5-methyl-1H-pyrazol-4-yl}-6-{3-chloro-4-methyl-5H,6H,7H,8H-pyrido[2,3-c]pyridazin-8-yl}pyridine-2-carboxylate C12(CC3CC(CC(C1)C3)C2)CN2N=CC(=C2C)C=2C(=NC(=CC2)N2CCCC3=C2N=NC(=C3C)Cl)C(=O)OCC